OC=1C=C2CC[C@@H]([C@@H](C2=CC1)C1=CC=C(C=C1)N1CCC(CC1)CN1CCN(CC1)C1=CC=C2C(=NN(C2=C1)C)C1C(NC(CC1)=O)=O)C1=CC=CC=C1 3-(6-(4-((1-(4-((1R,2S)-6-Hydroxy-2-phenyl-1,2,3,4-tetrahydronaphthalen-1-yl)-phenyl)piperidin-4-yl)methyl)piperazin-1-yl)-1-methyl-1H-indazol-3-yl)piperidine-2,6-dione